CC=1C(=CC2=C(N=CS2)C1)NN (5-methyl-1,3-benzothiazol-6-yl)hydrazine